4-chloro-3-{3-[(4,4-difluorocyclohexyl)methoxy]phenyl}-1H-pyrrolo[3,2-c]pyridine ClC1=NC=CC2=C1C(=CN2)C2=CC(=CC=C2)OCC2CCC(CC2)(F)F